CN1N=C2C=CC(=CC2=C1C)B(O)O 2,3-DIMETHYLINDAZOLE-5-BORONIC ACID